methyl 5-(3-(N-(2-(3-fluorophenyl)acetyl)propiolamido) propoxy)-4-methoxy-2-propiolamidobenzoate FC=1C=C(C=CC1)CC(=O)N(C(C#C)=O)CCCOC=1C(=CC(=C(C(=O)OC)C1)NC(C#C)=O)OC